Tert-butyl 4-(9-((4-chloro-3-(2,4-dioxotetrahydropyrimidin-1(2H)-yl)phenyl)(methyl)amino)-3-azaspiro[5.5]undecan-3-yl)-3,3-difluoropiperidine-1-carboxylate ClC1=C(C=C(C=C1)N(C1CCC2(CCN(CC2)C2C(CN(CC2)C(=O)OC(C)(C)C)(F)F)CC1)C)N1C(NC(CC1)=O)=O